(R)-1-(5-chloro-3-fluoropyridin-2-yl)-3-((1s,3S)-3-hydroxycyclobutyl)-4-(4-(trifluoromethyl)benzyl)piperazine-2,5-dione ClC=1C=C(C(=NC1)N1C([C@H](N(C(C1)=O)CC1=CC=C(C=C1)C(F)(F)F)C1CC(C1)O)=O)F